Methyl 6-butyl-5-oxo-1-phenyl-5,6-dihydropyrrolo[1,2-c]quinazoline-3-carboxylate C(CCC)N1C(N2C(C=3C=CC=CC13)=C(C=C2C(=O)OC)C2=CC=CC=C2)=O